FC=1C=C(C=CC1F)C1=CC(=CC=C1)C[C@@H]1C=2C(N(C=NC2CC[C@@H]1NS(=O)(=O)C)C(C)C)=O |r| rac-N-[(5R,6S)-5-[(3',4'-difluoro[1,1'-biphenyl]-3-yl)methyl]-4-oxo-3-(propan-2-yl)-3,4,5,6,7,8-hexahydroquinazolin-6-yl]methanesulfonamide